CN(CCN(CCN(C)C)C)C Pentamethyl-diethylentriamin